FC1CC(N(C1)C(CCCN1C(=NC=C1)C)=O)C(=O)NC(C1=CC=C(C=C1)C(C)C)C1=CC=CC=C1 4-fluoro-1-[4-(2-methyl-1H-imidazol-1-yl)butyryl]-N-{phenyl-[4-(propan-2-yl)phenyl]methyl}pyrrolidine-2-carboxamide